9-fluoro-6H,7H-chromeno[3',4':5,6]pyrano[2,3-b]pyridine-6,7-dione FC=1C=C2C(=NC1)OC1=C(C2=O)C(OC2=CC=CC=C21)=O